NC1=NC=NN2C1=C(C=C2C=2C=C(C(=C(C(=O)N[C@@H]1CN(C[C@@H]1F)C(C1=CC=C(C=C1)F)=O)C2)OC)F)C(F)(F)F 5-[4-amino-5-(trifluoromethyl)pyrrolo[2,1-f][1,2,4]triazin-7-yl]-3-fluoro-N-[(3R,4S)-4-fluoro-1-(4-fluorobenzoyl)pyrrolidin-3-yl]-2-methoxybenzamide